C(#N)OC1=CC=C(C2=CC=CC=C12)OC#N 1,4-dicyanooxynaphthalene